methyl-4,5-dimethoxy-2-(4-(4-(trifluoromethyl)benzyl)piperazine-1-carbonyl)benzoic acid methyl ester COC(C1=C(C(=C(C(=C1)OC)OC)C)C(=O)N1CCN(CC1)CC1=CC=C(C=C1)C(F)(F)F)=O